OC1=C(C=C(C(=O)OC(C)C)C#N)C=CC=C1 isopropyl 2-hydroxy-α-cyanocinnamate